2,6-toluene-diamine CC=1C(=CC=CC1N)N